3-methoxy-pyrazin COC=1C=NC=CN1